2,2-dimethoxy-phenylethanone COC1(C(C=CC=C1)C(C)=O)OC